3-(PIPERAZIN-1-YL)PROPANAL N1(CCNCC1)CCC=O